iron-manganese-molybdenum [Mo].[Mn].[Fe]